m-aminobenzotrifluoride NC=1C=C(C=CC1)C(F)(F)F